[(2S)-2-methoxypropoxy]quinazolin-4-ol CO[C@H](COC1=NC2=CC=CC=C2C(=N1)O)C